1-(1-(4-(4-(Benzyloxy)piperidin-1-yl)-6-(3-methoxytetrahydrofuran-3-yl)pyridin-2-yl)-3-methyl-1H-pyrazolo[4,3-c]pyridin-6-yl)urea C(C1=CC=CC=C1)OC1CCN(CC1)C1=CC(=NC(=C1)C1(COCC1)OC)N1N=C(C=2C=NC(=CC21)NC(=O)N)C